O=C1N(C(C2=CC=CC=C12)=O)C[C@H]1N(CCC2=CC=CC(=C12)OCCNC(=O)C1=NOC(=C1C)C)C(=O)[C@H]1[C@H](CCCC1)C(NC)=O N-(2-(((S)-1-((1,3-dioxoisoindolin-2-yl)methyl)-2-((1R,2S)-2-(methylcarbamoyl)cyclohexane-1-carbonyl)-1,2,3,4-tetrahydroisoquinolin-8-yl)oxy)ethyl)-4,5-dimethylisoxazole-3-carboxamide